N-[(1R)-1-[3-methoxy-5-(1-methylpyrazol-4-yl)phenyl]ethyl]-2-methyl-5-[(1s,5R)-3-oxa-7,9-diazabicyclo[3.3.1]nonan-7-yl]benzamide COC=1C=C(C=C(C1)C=1C=NN(C1)C)[C@@H](C)NC(C1=C(C=CC(=C1)N1C[C@@H]2COC[C@H](C1)N2)C)=O